COC1=C(C(=O)C=2C=NNC2C(=O)OCC)C=CC(=C1)C(F)(F)F ethyl 4-(2-methoxy-4-(trifluoromethyl) benzoyl)-1H-pyrazole-5-carboxylate